Tert-butyl (S)-2-((4-(6-((1-cyclopropylmethyl-1H-indazol-6-yl) methoxy) pyridin-2-yl) piperidin-1-yl) methyl)-1-(oxetan-2-ylmethyl)-1H-benzo[d]imidazole-6-carboxylate C1(CC1)CN1N=CC2=CC=C(C=C12)COC1=CC=CC(=N1)C1CCN(CC1)CC1=NC2=C(N1C[C@H]1OCC1)C=C(C=C2)C(=O)OC(C)(C)C